(3-fluoro-4-(4,4,5,5-tetramethyl-1,3,2-dioxaborolan-2-yl)phenyl)(4-methoxypiperidin-1-yl)methanone FC=1C=C(C=CC1B1OC(C(O1)(C)C)(C)C)C(=O)N1CCC(CC1)OC